C(#N)C=1C=NN2C1C(=CC(=C2)OCC(C)(C)O)C=2C=CC(=NC2)N2CCC(CC2)(C)NC(C2=NC(=CC(=C2)C)C)=O N-(1-(5-(3-cyano-6-(2-hydroxy-2-methylpropoxy)pyrazolo[1,5-a]pyridin-4-yl)pyridin-2-yl)-4-methylpiperidin-4-yl)-4,6-dimethylpicolinamide